allyl Iodide C(C=C)I